tert-butyl (((7-chloro-4-hydroxychroman-4-yl)methyl)-sulfonyl)carbamate ClC1=CC=C2C(CCOC2=C1)(O)CS(=O)(=O)NC(OC(C)(C)C)=O